FC(CN[C@@H](CC=1C(=C(N)C=CC1)C)C)F (R)-3-(2-((2,2-difluoroethyl)amino)propyl)-2-methylaniline